C1(=CC=CC=C1)C1NC(OC1)=O (E)-4-phenyl-2-oxazolidinone